3-(5-bromopyrazin-2-yl)azetidine-1-carboxylic acid tert-butyl ester C(C)(C)(C)OC(=O)N1CC(C1)C1=NC=C(N=C1)Br